FC(C=1C(=NC=CN1)CN1C(C(=CC=2C1=NC(=CN2)C)C2CCC(CC2)C2=C(C=CC=C2C)F)=O)F 5-((3-(Difluoromethyl)pyrazin-2-yl)methyl)-7-((1s,4s)-4-(2-fluoro-6-methylphenyl)cyclohexyl)-3-methylpyrido[2,3-b]pyrazin-6(5H)-one